tert-butyl (2S,4R)-2-(methoxy(methyl)carbamoyl)-4-(4-(trifluoromethyl)phenoxy)pyrrolidine-1-carboxylate CON(C(=O)[C@H]1N(C[C@@H](C1)OC1=CC=C(C=C1)C(F)(F)F)C(=O)OC(C)(C)C)C